bis(2,4,6-triisopropylphenyl)[4-bromo-2,6-bis(4-tert-butylphenyl)phenyl]phosphine C(C)(C)C1=C(C(=CC(=C1)C(C)C)C(C)C)P(C1=C(C=C(C=C1C1=CC=C(C=C1)C(C)(C)C)Br)C1=CC=C(C=C1)C(C)(C)C)C1=C(C=C(C=C1C(C)C)C(C)C)C(C)C